1-(4-((7-nitrobenzo[1,2,5]oxadiazol-4-yl)oxy)benzyl)quinolin [N+](=O)([O-])C1=CC=C(C2=NON=C21)OC2=CC=C(CN1CC=CC3=CC=CC=C13)C=C2